COBALT-IRON-PALLADIUM-GOLD [Au].[Pd].[Fe].[Co]